benzyl-(4-hydroxyphenyl)methyl-sulfonium trifluoromethanesulfonate FC(S(=O)(=O)[O-])(F)F.C(C1=CC=CC=C1)[SH+]CC1=CC=C(C=C1)O